4-oxo-1,4-dihydroquinazoline-2-carboxylic acid O=C1N=C(NC2=CC=CC=C12)C(=O)O